(S or R)-2-(5-(2-(((R)-((R)-7-fluoro-1,2,3,4-tetrahydropyrido[2,3-b]pyrazin-3-yl)(phenyl)methyl)amino)ethyl)-2-methoxyphenyl)propanoic acid FC1=CC2=C(N[C@H](CN2)[C@@H](C2=CC=CC=C2)NCCC=2C=CC(=C(C2)[C@@H](C(=O)O)C)OC)N=C1 |o1:25|